methyl 2-(benzhydrylideneamino)-2-(3-fluoro-4-oxo-pyrido[1,2-a]pyrimidin-2-yl)acetate C(C1=CC=CC=C1)(C1=CC=CC=C1)=NC(C(=O)OC)C=1N=C2N(C(C1F)=O)C=CC=C2